3-chloro-2-hydroxypropyl-ammonium chloride [Cl-].ClCC(C[NH3+])O